C(C)OC1=CC=C(C=N1)N1[C@@H]2CCN[C@H](C1)CC2(C)C (1S,5R)-6-(6-ethoxypyridin-3-yl)-9,9-dimethyl-2,6-diazabicyclo[3.2.2]nonane